(S)-N-(2,4-Difluoro-3-methyl-phenyl)-N-methyl-3-(6-methyl-4-(trifluoromethyl)pyridin-2-yl)-2-oxooxazolidine-4-carboxamide FC1=C(C=CC(=C1C)F)N(C(=O)[C@H]1N(C(OC1)=O)C1=NC(=CC(=C1)C(F)(F)F)C)C